4-[4-(6-Chloro-1,3-benzooxazol-2-yl)piperidin-1-yl]-7-methoxy-1-methyl-2-oxo-1,2-dihydro-quinoline-3-carbonitrile ClC1=CC2=C(N=C(O2)C2CCN(CC2)C2=C(C(N(C3=CC(=CC=C23)OC)C)=O)C#N)C=C1